(E)-methyl 3-(4-((2,4-bis(trifluoromethyl) benzyl) oxy)-3-methoxyphenyl)-2-cyanoacrylate FC(C1=C(COC2=C(C=C(C=C2)/C=C(/C(=O)OC)\C#N)OC)C=CC(=C1)C(F)(F)F)(F)F